C(C)(C)(C)OC1=CC=C(C=C1)[N+](=O)[O-] 4-Tert-butoxy-nitrobenzene